N1(CCC1)C1=CC=C(C=N1)C(C)N1N=CC(=C1)N 1-(1-(6-(Azetidin-1-yl)pyridin-3-yl)ethyl)-1H-pyrazol-4-amine